C(C)OC(/C(=C(/CCC)\C(C1=CC=C(C=C1)C)=O)/F)=O (E)-2-fluoro-3-(4-methylbenzoyl)hex-2-enoic acid ethyl ester